COC1=CC=C(C=C1)C1=NNC=C1C=O 3-(4-Methoxyphenyl)-1H-pyrazole-4-carbaldehyde